(2-(4-chlorophenyl)-4,4-dimethylcyclohex-1-enyl)methanol ClC1=CC=C(C=C1)C1=C(CCC(C1)(C)C)CO